2-(diethyl-amino)ethanol C(C)N(CCO)CC